benzyl 2-(benzyloxy)-4-hydroxybutyrate C(C1=CC=CC=C1)OC(C(=O)OCC1=CC=CC=C1)CCO